CC1(C2C(C3=C(O1)C=C(C=C3O)CCC)C=C(CC2)C)C 6a,7,8,10a-Tetrahydro-6,6,9-trimethyl-3-propyl-6H-dibenzo[b,d]pyran-1-ol